C(C)(C)(C)OC=1C(=CSC1)C(CCO)C[N+](=O)[O-] 3-(4-(tert-Butoxy)thiophen-3-yl)-4-nitrobutan-1-ol